sodium trifluoromethyltrifluoroborate FC(F)(F)[B-](F)(F)F.[Na+]